CC(C)(C1=CC=CC=C1)NC(=O)C=1C=2C[C@@H]3[C@H](C2N(N1)C(C)(C)C)C3 (1aR,5aR)-2-tert-Butyl-1a,2,5,5a-tetrahydro-1H-2,3-diaza-cyclopropa[a]pentalene-4-carboxylic acid (1-methyl-1-phenyl-ethyl)-amide